FC1=C(N=CC(C1)=CCCO)N1N(CC(=C1)C)C(=O)OC(C)(C)C tert-butyl 2-(3-fluoro-5-(3-hydroxypropyl-1-yl)pyridin-2-yl)-4-methylpyrazoline-1-carboxylate